COC=1C=C(OC2=CC=C(C=N2)N)C=CC1C 6-(3-methoxy-4-methyl-phenoxy)pyridin-3-amine